5-methyl-N2-(5-(4-methylpiperazin-1-yl)pyridin-2-yl)-N4-(3-(trifluoromethyl)phenyl)pyrimidine-2,4-diamine CC=1C(=NC(=NC1)NC1=NC=C(C=C1)N1CCN(CC1)C)NC1=CC(=CC=C1)C(F)(F)F